SC(CCCCC(=O)O)CCS 6,8-Bis(sulfanyl)octanoic acid